OC[C@H]1O[C@H]([C@H]2[C@@H]1OC(O2)(C)C)C2=CN=C1N2N=C(C=C1N1CC2C(C1)CCC2)C#N 3-[(3aS,4S,6R,6aR)-6-(hydroxymethyl)-2,2-dimethyl-tetrahydrofuro[3,4-d][1,3]dioxol-4-yl]-8-{hexahydro-1H-cyclopenta[c]pyrrol-2-yl}imidazo[1,2-b]pyridazine-6-carbonitrile